(R)-2-amino-2-(2-chlorophenyl)cyclohexanone N[C@@]1(C(CCCC1)=O)C1=C(C=CC=C1)Cl